ClC1=C(C(=NC=C1)N1CCN2C=3[C@H]4CC[C@@H](C3C=C2C1=O)C4)C=O 4-chloro-2-[(1S,11R)-7-oxo-3,6-diazatetracyclo[9.2.1.02,10.03,8]tetradeca-2(10),8-dien-6-yl]pyridine-3-carbaldehyde